CN(\C(\C)=N\C(C(C)N(C(OC(C)(C)C)=O)C)=O)C tert-butyl (E)-(1-((1-(dimethylamino)ethylidene)amino)-1-oxopropan-2-yl)(methyl)carbamate